Cl.NCCNC(=O)C1=CC2=C(NC3=CC=C(C=C23)OC)C(=N1)C1=CC=C(C=C1)OC N-(2-aminoethyl)-6-methoxy-1-(4-methoxyphenyl)-9H-pyrido[3,4-b]indole-3-carboxamide hydrochloride